(Z)-5-((1H-pyrrolo[2,3-c]pyridin-3-yl)methylene)-3-ethyloxazolidine-2,4-dione N1C=C(C=2C1=CN=CC2)\C=C/2\C(N(C(O2)=O)CC)=O